(S)-N-(2-Chloro-6-fluorophenyl)-4-(2,3-dihydro-1H-pyrrolo[2,3-b]pyridin-6-yl)-5-fluoro-2-((1,1,1-trifluoropropan-2-yl)oxy)benzamide ClC1=C(C(=CC=C1)F)NC(C1=C(C=C(C(=C1)F)C1=CC=C2C(=N1)NCC2)O[C@H](C(F)(F)F)C)=O